ethyl 2-(4-methyl-1,4-diazepan-1-yl)-5-oxo-5H-benzo[4',5']oxazolo[3',2':1,6]pyrido[2,3-d]pyrimidine-6-carboxylate CN1CCN(CCC1)C=1N=CC2=C(N1)N1C(=C(C2=O)C(=O)OCC)OC2=C1C=CC=C2